2-phenylisonicotinamide C1(=CC=CC=C1)C=1C=C(C(=O)N)C=CN1